FC(C12CC(C1)(C2)C2=NC=1C(=NC=CC1C1CCN(CC1)C=O)N2)(F)F [4-[2-[3-(trifluoromethyl)-1-bicyclo[1.1.1]pentanyl]-3H-imidazo[4,5-b]pyridin-7-yl]-1-piperidyl]methanone